isopropyl (Z)-5-(4-chlorophenyl)-7-ethyl-2-(4-(2-(4-methylpiperazin-1-yl)-2-oxoethoxy)benzylidene)-3-oxo-2,3-dihydro-5H-thiazolo[3,2-a]pyrimidine-6-carboxylate ClC1=CC=C(C=C1)C1C(=C(N=C2N1C(/C(/S2)=C/C2=CC=C(C=C2)OCC(=O)N2CCN(CC2)C)=O)CC)C(=O)OC(C)C